9,9-bis(3-phenyl-4-aminophenyl)fluorene C1(=CC=CC=C1)C=1C=C(C=CC1N)C1(C2=CC=CC=C2C=2C=CC=CC12)C1=CC(=C(C=C1)N)C1=CC=CC=C1